N-((Z)-3-((E)-4-aminobut-2-en-1-yl)-6-carbamoyl-4-methoxybenzo[d]thiazol-2(3H)-ylidene)-4-ethyl-2-methyloxazole-5-carboxamide-HCl Cl.NC/C=C/CN1/C(/SC2=C1C(=CC(=C2)C(N)=O)OC)=N/C(=O)C2=C(N=C(O2)C)CC